C1=CC=CC2=C1C1=C(P(O2)=O)C=CC=C1 dibenz(C,E)(1,2)oxaphosphorin-6-oxide